(2S,3R)-2-((((1s,4R)-4-(2-hydroxyphenyl)cyclohexyl)oxy)methyl)pyrrolidin-3-ol OC1=C(C=CC=C1)C1CCC(CC1)OC[C@@H]1NCC[C@H]1O